C(C1=CC=CC=C1)OC1=CC2=C(CCO2)C=C1 6-(benzyloxy)-2,3-dihydrobenzofuran